FC=1C=C(CC=2C=CC(=NC2)C(=O)NC=2C=NC(=CC2)CO)C=CC1 5-(3-fluorobenzyl)-N-(6-(hydroxymethyl)pyridin-3-yl)picolinamide